4-(5H-imidazo[5,1-a]isoindol-5-yl)piperidine-1-carboxamide C=1N=CN2C1C1=CC=CC=C1C2C2CCN(CC2)C(=O)N